C(C)(C)(C)C=1C=C(C=CC1F)[C@H](C)NC(=O)C1=CC=C2C(=C(N(C2=C1)CC(C)C)C)CC=1C=C(OC(C(=O)O)(C)C)C=CC1 (S)-2-(3-((6-((1-(3-(tert-butyl)-4-fluorophenyl)ethyl)carbamoyl)-1-isobutyl-2-methyl-1H-indol-3-yl)methyl)phenoxy)-2-methylpropanoic acid